ClC=1C=C2CCN([C@H](C2=C(C1)Cl)C)C(=O)[C@@H]1O[C@@H](CN(C1)C1=CN=CC=2N1C=C(N2)C(=O)OCC)C ethyl 5-((2R,6R)-2-((S)-6,8-dichloro-1-methyl-1,2,3,4-tetrahydroisoquinoline-2-carbonyl)-6-methylmorpholino)imidazo[1,2-a]pyrazine-2-carboxylate